benzophenone 1,2-cyclohexane-dicarboxylate C1(C(CCCC1)C(=O)O)C(=O)O.C(C1=CC=CC=C1)(=O)C1=CC=CC=C1